ClC=1C=CC(=C(C1)C1=CC(N2[C@@H](CC[C@@H]2C1)C=1NC(=C(N1)F)C1=C(C(=NC=C1)[C@H](C)O)F)=O)N1N=NN=C1 |o1:28| (3S,8aR)-7-(5-chloro-2-(1H-tetrazol-1-yl)phenyl)-3-(4-fluoro-5-(3-fluoro-2-((S*)-1-hydroxyethyl)pyridin-4-yl)-1H-imidazol-2-yl)-2,3,8,8a-tetrahydroindolizin-5(1H)-one